SC1=C(C#N)C(=CC(=N1)C)C=1SC=CC1 2-mercapto-6-methyl-4-(thien-2-yl)nicotinonitrile